C(C)(C)(C)N1N=CC2=C1C(N(N=C2C)CC(=O)N[C@@H](C)C2=CC=C(C=C2)C)=O (S)-2-(1-(tert-Butyl)-4-methyl-7-oxo-1,7-dihydro-6H-pyrazolo[3,4-d]pyridazin-6-yl)-N-(1-(p-tolyl)ethyl)acetamid